C1(=CCCCC1)N1C=2N(CC(C1)CNC(OC(C)(C)C)=O)N=CC2 tert-butyl ((4-(cyclohex-1-en-1-yl)-4,5,6,7-tetrahydropyrazolo[1,5-a]pyrimidin-6-yl)methyl)carbamate